N,N-diethyl-2,6-dimethyl-piperidinium C(C)[N+]1(C(CCCC1C)C)CC